(S)-1-(5-CHLORO-2-CYANOPHENYL)PIPERIDINE-3-CARBOXYLIC ACID ClC=1C=CC(=C(C1)N1C[C@H](CCC1)C(=O)O)C#N